8-benzyl-6-(3-((tert-butyldimethylsilyl)oxy)phenyl)imidazo[1,2-a]Pyrazin C(C1=CC=CC=C1)C=1C=2N(C=C(N1)C1=CC(=CC=C1)O[Si](C)(C)C(C)(C)C)C=CN2